(3-chloro-2-fluorobenzyl)-1-(5-(5-chloro-2-methoxypyridin-4-yl)-1H-pyrazole-3-carbonyl)piperidine-4-carboxamide ClC=1C(=C(CC2N(CCC(C2)C(=O)N)C(=O)C2=NNC(=C2)C2=CC(=NC=C2Cl)OC)C=CC1)F